[2,4'-Bipyridin]-4-ylmethyl 5-acetyl-2,6-dimethyl-4-(thieno[2,3-b]pyridin-3-yl)-1,4-dihydropyridin-3-carboxylat C(C)(=O)C=1C(C(=C(NC1C)C)C(=O)OCC1=CC(=NC=C1)C1=CC=NC=C1)C1=CSC2=NC=CC=C21